2-(((S)-1-(((R)-1,1-bis(4-fluorophenyl)propan-2-yl)amino)-1-oxopropan-2-yl)carbamoyl)-4-methoxypyridin-3-yl isobutyrate C(C(C)C)(=O)OC=1C(=NC=CC1OC)C(N[C@H](C(=O)N[C@@H](C(C1=CC=C(C=C1)F)C1=CC=C(C=C1)F)C)C)=O